C(\C=C\CCCCCCCC)(=O)OCCCCCCCCCBr (E)-6-Bromohexyl-3-propyl undecenoate